glycidyl neodecanoate (glycidyl neodecanoate) C(C1CO1)C(C(=O)O)CCCCC(C)(C)C.C(CCCCCC(C)(C)C)(=O)OCC1CO1